2-((3-((2S)-2-(4-chlorophenyl)-2-hydroxyethyl)-1,2,4-oxadiazol-5-yl)methyl)tetrahydroimidazo[1,5-a]pyridine-1,3(2H,5H)-dione ClC1=CC=C(C=C1)[C@H](CC1=NOC(=N1)CN1C(N2C(CCCC2)C1=O)=O)O